p-tertbutylphenolate C(C)(C)(C)C1=CC=C(C=C1)[O-]